N-(1-(1H-indol-3-yl)hexan-2-yl)-6-(4-methylpiperazin-1-yl)thieno[3,2-c]pyridine-2-Carboxamide N1C=C(C2=CC=CC=C12)CC(CCCC)NC(=O)C1=CC=2C=NC(=CC2S1)N1CCN(CC1)C